4-Bromo-5-chloro-1,1-difluoronaphthalen BrC1=CCC(C2=CC=CC(=C12)Cl)(F)F